C1(CC1)[C@H](C=1C=CC2=C(NC(=N2)[C@H](CC(C(F)(F)F)(C)C)NC(=O)C2=CC=NN2C(C)C)C1)NC(CC1CC(C1)(F)F)=O N-((S)-1-(6-((R)-Cyclopropyl(2-(3,3-difluorocyclobutyl)acetamido)methyl)-1H-benzo[d]imidazol-2-yl)-4,4,4-trifluoro-3,3-dimethylbutyl)-1-isopropyl-1H-pyrazole-5-carboxamide